CC1(C(=CC=C1)C)[Ti]C1(C(=CC=C1)C)C bis(1,2-dimethylcyclopentadienyl)titanium